[Na+].C(CCCCCCCC)(=O)OC1=C(C=CC=C1)S(=O)(=O)[O-] nonanoyloxybenzenesulfonic acid sodium salt